C(C)(=O)N[C@H](C(=O)O)CCCC(C(=O)O)=O.C(C)(=O)N[C@H](C(=O)O)CCCC(C(=O)O)=O N-Acetyl-L-2-amino-6-ketopimelic acid (N-Acetyl-L-2-amino-6-oxopimelate)